(2r,5r)-4-(6-cyano-1-methyl-2-oxo-1,2-dihydro-1,5-naphthyridin-4-yl)-5-(methoxymethyl)-2-methylpiperazine-1-carboxylic acid tert-butyl ester C(C)(C)(C)OC(=O)N1[C@@H](CN([C@H](C1)COC)C1=CC(N(C2=CC=C(N=C12)C#N)C)=O)C